OCCN1CC(C1)OC1=CC2=C(CC(O2)(C)C)C=C1NC(=O)C=1C=NN2C1N=CC=C2 N-(6-((1-(2-hydroxyethyl)azetidin-3-yl)oxy)-2,2-dimethyl-2,3-dihydrobenzofuran-5-yl)pyrazolo[1,5-a]pyrimidine-3-carboxamide